(1R,5S)-7-(1-(3-amino-6-(2-hydroxyphenyl)pyridazin-4-yl)-1H-pyrazol-4-yl)-3-oxa-7,9-diazabicyclo[3.3.1]nonan NC=1N=NC(=CC1N1N=CC(=C1)N1C[C@H]2COC[C@@H](C1)N2)C2=C(C=CC=C2)O